C1(CCCC1)N1N=C(C=C1C1=C(C=CC=C1OC)OC)C(=O)N[C@H](C(=O)NC=1SC=CN1)CCC1=CC=CC=C1 (2S)-2-{[1-cyclopentyl-5-(2,6-dimethoxyphenyl)-1H-pyrazol-3-yl]formamido}-4-phenyl-N-(1,3-thiazol-2-yl)butanamide